N(=[N+]=[N-])CCOCCOCCOCCN 2-(2-(2-(2-azidoethoxy)ethoxy)ethyloxyl)ethane-1-amine